FC1C2=C(C3CCCCN3C1)NC1=CC(=C(C(=C12)F)F)F 7,8,9,10-Tetrafluoro-1H,2H,3H,4H,6H,7H,12H,12bH-indolo[2,3-a]quinolizin